N,N-dimethyl-1-phenyl-4-((2-phenylprop-2-ylamino)methyl)cyclohexane-1,4-diamine CN(C1(CCC(CC1)(N)CNC(C)(C)C1=CC=CC=C1)C1=CC=CC=C1)C